C(C1=CC=CC=C1)N1N=CC(=C1)C=1C(=CC(N(C1)C)=O)C=1C=NN(C1)CC(C)(C)O 5-(1-benzyl-1H-pyrazol-4-yl)-4-(1-(2-hydroxy-2-methylpropyl)-1H-pyrazol-4-yl)-1-methyl-pyridin-2(1H)-one